(1RS,2RS)-5'-bromo-2-propyl-1',2'-dihydrospiro[cyclopropane-1,3'-pyrrolo[2,3-b]pyridine] BrC=1C=C2C(=NC1)NC[C@]21[C@@H](C1)CCC |r|